OC1=C2CC[C@@H](CC2=CC=C1)N(C(CCCCN1C(=C(C(C=C1)=O)O)CC)=O)CCC (S)-N-(5-hydroxy-1,2,3,4-tetrahydronaphthalen-2-yl)-5-(3-hydroxy-2-ethyl-4-oxopyridin-1(4H)-yl)-N-propylvaleramide